N12C[C@H](C(CC1)CC2)CC(=O)OCC Ethyl (S)-2-(quinuclidin-3-yl)acetate